FC(OC1=CC=C(C=C1)C1=CN=C(O1)NC=1N=CC(=NC1)C#N)(F)F 5-((5-(4-(Trifluoromethoxy)phenyl)oxazol-2-yl)amino)pyrazine-2-carbonitrile